2-Ethyl 3-hydroxy-6-(trifluoromethyl)pyridazine-4-carboxylate OC=1N=NC(=CC1C(=O)OCC)C(F)(F)F